dimethylbis[(2E)-2,3-dibromoprop-2-en-1-yl-oxy]silane C[Si](OC/C(=C\Br)/Br)(OC/C(=C\Br)/Br)C